1-[2-[4-(o-tolyl)-2-oxo-chromen-7-yl]oxypropanoyl]pyrrolidine-3-sulfonamide C1(=C(C=CC=C1)C1=CC(OC2=CC(=CC=C12)OC(C(=O)N1CC(CC1)S(=O)(=O)N)C)=O)C